CN(C(C)=O)[C@@H]1CN(CC1)C(=O)C1=CN=C(S1)N1CCCC1 (S)-N-methyl-N-(1-(2-(pyrrolidin-1-yl)thiazole-5-carbonyl)pyrrolidin-3-yl)acetamide